ClC=1C2=C(SC1C(=O)N(C1CCC(CC1)NC)CC1=CC(=C(C=C1)OC)C1=CC=NC=C1)C(=CC=C2F)F 3-chloro-4,7-difluoro-N-(4-methoxy-3-(pyridin-4-yl)benzyl)-N-((1r,4r)-4-(methylamino)cyclohexyl)benzo[b]thiophene-2-carboxamide